N-(2-(1-hydroxy-1-phenylpropyl)phenyl)-4-methylbenzenesulfonamide OC(CC)(C1=CC=CC=C1)C1=C(C=CC=C1)NS(=O)(=O)C1=CC=C(C=C1)C